octadecyl-2,6-di-tert-butyl-p-methylphenol C(CCCCCCCCCCCCCCCCC)C=1C(=C(C(=CC1C)C(C)(C)C)O)C(C)(C)C